(2S,4R)-1-[(2S)-2-(9-bromononanoylamino)-3,3-dimethyl-butanoyl]-4-hydroxy-N-[(1S)-1-[4-(4-methylthiazol-5-yl)phenyl]ethyl]pyrrolidine-2-carboxamide BrCCCCCCCCC(=O)N[C@H](C(=O)N1[C@@H](C[C@H](C1)O)C(=O)N[C@@H](C)C1=CC=C(C=C1)C1=C(N=CS1)C)C(C)(C)C